FC1=C(C=C(C=C1)F)N(C(=O)C=1C=CC=2N(C1)C(=CN2)C=2C=CC(=NC2)NC(OC)=O)C methyl N-[5-[6-[(2,5-difluorophenyl)-methyl-carbamoyl]imidazo[1,2-a]pyridin-3-yl]-2-pyridyl]carbamate